4-(2,6-Dimethoxy-4-propylphenyl)-3,3-dimethylindolin-2-one COC1=C(C(=CC(=C1)CCC)OC)C1=C2C(C(NC2=CC=C1)=O)(C)C